(R)-tetrahydro-2H-pyran-3-carboxylic acid O1C[C@@H](CCC1)C(=O)O